tert-butyl ((3R,4S)-1-((3-(bromomethyl)phenyl)-sulfonyl)-3-fluoropiperidin-4-yl)carbamate BrCC=1C=C(C=CC1)S(=O)(=O)N1C[C@H]([C@H](CC1)NC(OC(C)(C)C)=O)F